BrC=1C=C(C=CC1OCOC)C=1SC2=C(N1)C=C(C(=C2)N)C 2-(3-bromo-4-(methoxymethoxy)phenyl)-5-methylbenzo[d]thiazol-6-amine